CS(=O)(=NC1=NC(=NC(=C1)N1[C@@H](COCC1)C)C=1C(=NN2C1C=CC=C2)C)C (R)-dimethyl((6-(3-methylmorpholino)-2-(2-methylpyrazolo[1,5-a]pyridin-3-yl)pyrimidin-4-yl)imino)-λ6-sulfanone